ClC1=CC(=NC2=CN=CC=C12)C(C)=O (4-chloro-1,7-naphthyridin-2-yl)ethanone